C(C)(C)(C)OC(=O)NC1=NC=CC(=C1)B(O)O (2-((tert-butoxycarbonyl)amino)pyridin-4-yl)boronic acid